ClC=1C=CC2=C([C@@H](C[C@@H](O2)C(=O)NC23NC(C(CC2)(CC3)NC(COC3=CC(=C(C=C3)Cl)F)=O)=O)O)C1 |r| rac-(2R,4R)-6-chloro-N-{4-[2-(4-chloro-3-fluorophenoxy)acetamido]-3-oxo-2-azabicyclo[2.2.2]octan-1-yl}-4-hydroxy-3,4-dihydro-2H-1-benzopyran-2-carboxamide